5-ethyl-1H-benzo[d]Imidazole hydrochloride Cl.C(C)C1=CC2=C(NC=N2)C=C1